[Pt](=O)=O Platinum(IV) dioxide